5-(3-Iodophenyl)-1-(4-(Trifluoromethyl)Phenyl)-3-((4-(Trifluoromethyl)Phenyl)Amino)-1,5-Dihydro-2H-Pyrrol-2-One IC=1C=C(C=CC1)C1C=C(C(N1C1=CC=C(C=C1)C(F)(F)F)=O)NC1=CC=C(C=C1)C(F)(F)F